9-(2-((4-((2-((tert-butoxycarbonyl)amino)phenyl)carbamoyl)phenyl)amino)-2-oxoethoxy)nonanoic acid C(C)(C)(C)OC(=O)NC1=C(C=CC=C1)NC(=O)C1=CC=C(C=C1)NC(COCCCCCCCCC(=O)O)=O